BrC1=C2C=C(NC2=C(C(=C1)Cl)F)C(=O)N1CCN(CC1)C1=NC=C(C=C1OC)F (4-Bromo-6-chloro-7-fluoro-1H-indol-2-yl)(4-(5-fluoro-3-methoxypyridin-2-yl)piperazin-1-yl)methanone